C[C@@H]1O[C@@H](CN(C1)C1=CC=CC(=N1)C=1N=C(SC1)NC(=O)[C@H]1N(CC1)C(C1=CN=CC(=C1)S(=O)(=O)C)=O)C (S)-N-(4-(6-((2S,6R)-2,6-dimethylmorpholino)pyridin-2-yl)thiazol-2-yl)-1-(5-(methylsulfonyl)nicotinoyl)azetidine-2-carboxamide